O=C1NCC(=N1)NCCCN(CCCCCCCC(=O)OC(CCCCCCCC)CCCCCCCC)CCCCCCCC(OC(CC)CCCCCCCC)=O heptadecan-9-yl 8-((3-((2-oxo-2,5-dihydro-1H-imidazol-4-yl)amino)propyl)(8-oxo-8-(undecan-3-yloxy)octyl)amino)octanoate